C(C1=CC=CC=C1)OC(=O)N[C@H](C(=O)OC(C)(C)C)[C@@H]1C[C@@]2(CC2(F)F)CCC1 tert-butyl (S)-2-(((benzyloxy)carbonyl)amino)-2-((3R,5S)-1,1-difluorospiro[2.5]octan-5-yl)acetate